CNC(=O)C=1C=C(C=NC1)C1N(OCC1)C(=O)C1CCN(CC1)C1=CC(=NC=N1)C(=O)N 6-[4-[3-[5-(methylcarbamoyl)-3-pyridyl]isoxazolidine-2-carbonyl]-1-piperidyl]pyrimidine-4-carboxamide